C(C)(=O)NC(C(=O)OC1CCCCC1)C(C1=CC=CC=C1)O cyclohexyl cis-2-[(acetyl) amino]-3-hydroxy-3-phenylpropionate